C(N)(=O)C1=NN(C=C1NC(=O)C=1N=C(OC1)C1=CC(=NC=C1)NCC(F)(F)F)C1=CC=C(C=C1)COCC1NCCCC1 N-[3-carbamoyl-1-[4-(2-piperidylmethoxymethyl)phenyl]pyrazol-4-yl]-2-[2-(2,2,2-trifluoroethylamino)-4-pyridyl]oxazole-4-carboxamide